2-(3-((2-methoxy-4-(methylsulfonyl)phenyl)amino)prop-1-yn-1-yl)-3-(1H-pyrrol-1-yl)benzofuran COC1=C(C=CC(=C1)S(=O)(=O)C)NCC#CC=1OC2=C(C1N1C=CC=C1)C=CC=C2